sodium Furofuranate O1C(=CC2=C1C=CO2)C(=O)[O-].[Na+]